CS(=O)(=O)CCNC=1C2=C(N=C(N1)C1=CC=NC=C1)C=NC=C2 N-(2-methylsulfonylethyl)-2-(pyridin-4-yl)pyrido[3,4-d]pyrimidin-4-amine